[Ag].N1=C(N=CC=C1)NC(C1=CC=CC=C1)=O N-(2-pyrimidinyl)benzamide silver